OC1=C(C(=CC(=C1)O)CCCCC)S(=O)(=O)NC(C1=CC=C(C=C1)C(F)(F)F)=O N-(2,4-dihydroxy-6-pentyl-phenyl)sulfonyl-4-(trifluoromethyl)benzamide